7-(4-aminophenyl)-2-(4-phenoxyphenyl)-1H-imidazo[1,2-b]Pyrazole NC1=CC=C(C=C1)C1=C2N(N=C1)C=C(N2)C2=CC=C(C=C2)OC2=CC=CC=C2